(S)-2-((R)-2-aminopropionamido)-2-isopropyl-5-methylcyclohexane-1-carboxamide N[C@@H](C(=O)NC1([C@H](CC(CC1)C)C(=O)N)C(C)C)C